2,2'-azobis[2-methyl-N-2-propenyl-propionamidine] dihydrochloride Cl.Cl.N(=NC(C(=N)NCC=C)(C)C)C(C(=N)NCC=C)(C)C